CC(CC=C(C=O)C1=CC=CC=C1)C 5-methyl-2-phenylhexenal